C1(=CC=CC=C1)C1=NC(=NC(=N1)C1=CC=CC=C1)C1=CC=C(C=C1)C1=CC=C(C2=CC=CC=C12)C1=CC=C(C=C1)C1=CC=C(C=C1)C#N 4'-(4-(4-(4,6-diphenyl-1,3,5-triazin-2-yl)phenyl)naphthalen-1-yl)-[1,1'-biphenyl]-4-carbonitrile